(R)-3-methyl-4-phenyl-4,7-dihydroisoxazolo[5,4-b]pyridin-6(5H)-one CC1=NOC=2NC(C[C@@H](C21)C2=CC=CC=C2)=O